1-phenyl-4-iodonaphthalene C1(=CC=CC=C1)C1=CC=C(C2=CC=CC=C12)I